C(CC)OC(CCCCC(=O)OCCC)=O.C(C1CO1)N(C1=CC=C(C=C1)OCC1CO1)CC1CO1 N,N-bis(2,3-epoxypropyl)-4-(2,3-epoxypropoxy)aniline di(n-propyl)adipate